(1S,3S)-3-((4-cyclopropyl-2-(5-(hydroxymethyl)-1-methyl-1H-1,2,3-Triazol-4-yl)pyrimidin-5-yl)oxy)cyclohexane-1-carboxylic acid methyl ester COC(=O)[C@@H]1C[C@H](CCC1)OC=1C(=NC(=NC1)C=1N=NN(C1CO)C)C1CC1